COC=1C=C(C=C(C1)OC)C1=NC=CC=C1 2-(3,5-dimethoxyphenyl)pyridin